CN1C=NC=C1C(=O)NC=1C=NC(=NC1)C1=NC=CC=C1 1-methyl-N-(2-(pyridin-2-yl)pyrimidin-5-yl)-1H-imidazole-5-carboxamide